2-Methoxy-7-(4-methoxyphenyl)-1H-phenalen-1-one COC=1C(C=2C=CC(=C3C=CC=C(C1)C23)C2=CC=C(C=C2)OC)=O